N-(2-chloro-3-(2,3-dichloropyridin-4-yl)phenyl)-5-(4-fluorobenzyl)-1-methyl-4,5,6,7-tetrahydro-1H-imidazo[4,5-c]pyridine-2-carboxamide ClC1=C(C=CC=C1C1=C(C(=NC=C1)Cl)Cl)NC(=O)C=1N(C2=C(CN(CC2)CC2=CC=C(C=C2)F)N1)C